(R)-2-((1-(2-cyano-3-((cyclopropyl-methyl)(methyl)amino)-7-methyl-quinoxalin-5-yl)ethyl)amino)benzoic acid C(#N)C1=NC2=CC(=CC(=C2N=C1N(C)CC1CC1)[C@@H](C)NC1=C(C(=O)O)C=CC=C1)C